4-bromo-6-chloropyridazine-3(2H)-one BrC=1C(NN=C(C1)Cl)=O